2,6-dimethyl-4-(3-methoxycarbonyl-1-azulenyl)-3-methoxycarbonyl-5-isopropoxycarbonyl-1,4-dihydropyridine CC=1NC(=C(C(C1C(=O)OC)C1=CC(=C2C=CC=CC=C12)C(=O)OC)C(=O)OC(C)C)C